C1(=CC=CC=C1)C1=CCCC2=CC=CC=C12 1-phenyl-3,4-dihydronaphthalene